O1CCC(CC1)NC(C1=CNC(C=C1)=COC1=NN2C(C3=CC=CC=C13)=NN=C2C2=NOC(=C2)COC)=O N-(tetrahydro-2H-pyran-4-yl)-6-((3-(5-methoxymethylisoxazol-3-yl)-[1,2,4]triazolo[3,4-a]phthalazin-6-oxy)methylene)nicotinamide